CNCC[C@@H](C=1SC=CC1)OC1=CC=CC2=CC=CC=C12 (+)-(S)-N-Methyl-3-(naphthalen-1-yloxy)-3-(thiophen-2-yl)propan-1-amine